(±)-16,17-dihydroxy-4Z,7Z,10Z,13Z,19Z-docosapentaenoic acid OC(CCCC\C=C/C=C\C=C/C=C\C=CC(=O)O)C(CCCCC)O